3-(2-(4-butylphenyl)-2-oxoethyl)-3-hydroxy-1-(4-methylbenzyl)indol-2-one C(CCC)C1=CC=C(C=C1)C(CC1(C(N(C2=CC=CC=C12)CC1=CC=C(C=C1)C)=O)O)=O